N-methyl-4-(methylsulfonyl)aniline CNC1=CC=C(C=C1)S(=O)(=O)C